N1N=CC=2C1=NC=C(C2)C#CC=2C=C(C(=O)NC1=CC(=C(C=C1)CN1CCN(CC1)C)C(F)(F)F)C=CC2C 3-((1H-pyrazolo[3,4-b]pyridin-5-yl)ethynyl)-4-methyl-N-(4-((4-methylpiperazin-1-yl)methyl)-3-(trifluoromethyl)phenyl)-benzamide